N-[(3,5-Difluoro-phenyl)-methyl]-2-dimethylamino-4-methyl-6-morpholin-4-yl-pyridine-3-carboxylic acid amide FC=1C=C(C=C(C1)F)CNC(=O)C=1C(=NC(=CC1C)N1CCOCC1)N(C)C